CC=1C=C(C=C(C1)C)C1(CC2C(N(OC2(C)C)C)C(C1)C)C 5-(3,5-dimethylphenyl)-1,3,3,5,7-pentamethyloctahydrobenzo[c]isoxazole